O=C1NC2=C(S(C3=C1C=CC=C3)=O)C=CC(=C2)C(=O)O 11-oxo-10,11-dihydrodibenzo[b,f][1,4]thiazepine-8-carboxylic acid 5-oxide